undecamethylenediamine NCCCCCCCCCCCN